NC=1N=NC(=CC1N1CC2CCC(C1)N2C(=O)OC(C)(C)C)C2=C(C=CC=C2)O tert-butyl 3-[3-amino-6-(2-hydroxyphenyl) pyridazin-4-yl]-3,8-diazabicyclo[3.2.1]octane-8-carboxylate